tetramethylhexadecylamine CC(C(N)(C)C)(CCCCCCCCCCCCCC)C